3-(5-methylpyridazin-4-yl)-3-oxopropanenitrile CC=1C(=CN=NC1)C(CC#N)=O